CC1(CC2C3(CCCC(CCC12)(C3)C)OC[C@@H](CCC)O)C (2R)-1-((4,4,8-Trimethyltricyclo[6.3.1.02,5]dodecan-1-yl)oxy)pentan-2-ol